O=C1NC2=C(OC1)C=CC(=C2)S(=O)(=O)NC=2C=NC=1CCNC(C1C2)=O 3-Oxo-N-(5-oxo-5,6,7,8-tetrahydro-1,6-naphthyridin-3-yl)-3,4-dihydro-2H-benzo[b][1,4]oxazine-6-sulfonamide